C(C)OC1=NC=CC=C1C1=CC(=C2C(=N1)C(=NN2C(C)C)C)NCC=2C=NN(C2)CCC 5-(2-ethoxy-3-pyridinyl)-1-isopropyl-3-methyl-N-[(1-propylpyrazol-4-yl)methyl]pyrazolo[4,3-b]pyridin-7-amine